C(C)C1=C(C=CC(=C1)N1[C@H]2CN([C@@H](C1)C2)C)NC2=NC=C(C(=N2)C2=CC=1S(CCOCC1S2)(=O)=O)C(F)(F)F 7-(2-((2-ethyl-4-((1R,4R)-5-methyl-2,5-diazabicyclo[2.2.1]heptan-2-yl)phenyl)amino)-5-(trifluoromethyl)pyrimidin-4-yl)-2,3-dihydro-5H-thieno[3,2-e][1,4]oxathiepine 1,1-dioxide